N1C(CCC1)C(=O)N 2-pyrrolidinecarboxamide